ClC=1C=C(C=C(C1)NS(=O)(=O)C)NC(=O)C=1SC(=C(C1)C1=NC=C(C=C1[C@H](C)OC=1C=NC=C(C1)F)F)C (S)-N-(3-chloro-5-(methylsulfonamido)phenyl)-4-(5-fluoro-3-(1-((5-fluoropyridin-3-yl)oxy)ethyl)pyridin-2-yl)-5-methylthiophene-2-carboxamide